N'-vinylimidazole C(=C)N1C=NC=C1